4-(8-(3-acrylamidophenyl)quinazolin-6-yl)-2-fluoro-N-(4-(trifluoromethyl)pyridin-2-yl)benzamide C(C=C)(=O)NC=1C=C(C=CC1)C=1C=C(C=C2C=NC=NC12)C1=CC(=C(C(=O)NC2=NC=CC(=C2)C(F)(F)F)C=C1)F